methyl-N2-(1-methylindazol-5-yl)-N4-(2-oxo-2,3-dihydro-1,3-benzooxazol-5-yl)-2,4-pyrimidinediamine CC=1C(=NC(=NC1)NC=1C=C2C=NN(C2=CC1)C)NC=1C=CC2=C(NC(O2)=O)C1